BrC1=CC2=C(N(C(N2C)=O)CCN(C)C)C=C1 5-bromo-1-(2-(dimethylamino)ethyl)-3-methyl-1H-benzo[d]imidazol-2(3H)-one